ClC=1OC2=C(C1)C(=CC=C2COC2=C(C=CC=C2F)C2C[C@@H](NCC2)C)F (2S)-4-(2-((2-chloro-4-fluorobenzofuran-7-yl)methoxy)-3-fluorophenyl)-2-methylpiperidine